2-[3-chloro-2-fluoro-6-methyl-4-(2,2,2-trifluoro-1,1-dimethyl-ethyl)phenyl]-4,4,5,5-tetramethyl-1,3,2-dioxaborolane ClC=1C(=C(C(=CC1C(C(F)(F)F)(C)C)C)B1OC(C(O1)(C)C)(C)C)F